6-(5-(4-acetylpiperazin-1-yl)-6'-amino-2'-fluoro-[2,3'-bipyridin]-5'-yl)-3,4-dihydroisoquinolin-1(2H)-one C(C)(=O)N1CCN(CC1)C=1C=CC(=NC1)C=1C(=NC(=C(C1)C=1C=C2CCNC(C2=CC1)=O)N)F